((4-chlorophenyl)sulfonyl)-3-(4-fluorophenyl)-4-phenyl-N-((1S,3R)-3-sulfamoyl-cyclopentyl)-4,5-dihydro-1H-pyrazole-1-carboxamidine ClC1=CC=C(C=C1)S(=O)(=O)C1(C(=NN(C1)C(=N)N[C@@H]1C[C@@H](CC1)S(N)(=O)=O)C1=CC=C(C=C1)F)C1=CC=CC=C1